(6-tert-butyl-3-(4-methoxyphenylcarbamoyl)-4,5,6,7-tetrahydrobenzo[b]thiophen-2-ylamino)-4-oxobutanoic acid C(C)(C)(C)C1CCC2=C(SC(=C2C(NC2=CC=C(C=C2)OC)=O)NC(C(=O)O)CC=O)C1